FC=1C(=C(OC2=NC3=CC=CC=C3C=C2C=2NC(=C(C(C2C(=O)OCC)=O)N(C)C)C)C=CC1F)C ethyl 2-[2-(3,4-difluoro-2-methyl-phenoxy)-3-quinolyl]-5-(dimethylamino)-6-methyl-4-oxo-1H-pyridine-3-carboxylate